C(C)(C)(C)OC(=O)NC1=CC(=C(C(=N1)Cl)Cl)B(O)O (6-((tert-Butoxycarbonyl)amino)-2,3-dichloropyridin-4-yl)boronic acid